C(N)(O)=O.C(N)(O)=O.C1CCC1 cyclobutane dicarbamate